methyl 2-[4-[[(2R)-2-(tri-fluoromethyl) pyrrolidin-1-yl] methyl] phenyl]-6,7-dihydro-5H-cyclopenta[b]pyridine-3-carboxylate FC([C@@H]1N(CCC1)CC1=CC=C(C=C1)C1=C(C=C2C(=N1)CCC2)C(=O)OC)(F)F